tert-butyl N-[tert-butyloxycarbonyl]-N-[3-chloro-4-(4,4,5,5-tetramethyl-1,3,2-dioxaborolane-2-yl)pyridin-2-yl]carbamate C(C)(C)(C)OC(=O)N(C(OC(C)(C)C)=O)C1=NC=CC(=C1Cl)B1OC(C(O1)(C)C)(C)C